C(#N)C=1C=NC2=CC=CC(=C2C1)N1CC(N(C(C1)C)C(=O)OC(C)(C)C)C tert-butyl 4-(3-cyano-5-quinolyl)-2,6-dimethyl-piperazine-1-carboxylate